C1=NC=C(C2=CC=CC=C12)N1C(N(C[C@H]1C#N)C1=CC=CC=C1)=O (S)-3-(isoquinolin-4-yl)-2-oxo-1-phenylimidazolidine-4-carbonitrile